N-((2-(4-((S)-1-(2,3-dihydrobenzofuran-6-yl)ethyl)piperazin-1-yl)pyrimidin-5-yl)(methyl)(oxo)-λ6-sulfanylidene)-2,2,2-trifluoroacetamide O1CCC2=C1C=C(C=C2)[C@H](C)N2CCN(CC2)C2=NC=C(C=N2)S(=NC(C(F)(F)F)=O)(=O)C